carbon methylene-tetrahydrofolate C=C(C(=O)[O-])C[C@@H](C(=O)O)NC(=O)C1=CC=C(NCC2CNC=3N=C(N)NC(=O)C3N2)C=C1.[C+4].C=C(C(=O)[O-])C[C@@H](C(=O)O)NC(=O)C1=CC=C(NCC2CNC=3N=C(N)NC(=O)C3N2)C=C1.C=C(C(=O)[O-])C[C@@H](C(=O)O)NC(=O)C1=CC=C(NCC2CNC=3N=C(N)NC(=O)C3N2)C=C1.C=C(C(=O)[O-])C[C@@H](C(=O)O)NC(=O)C1=CC=C(NCC2CNC=3N=C(N)NC(=O)C3N2)C=C1